OC1=C(C(=CC(=C1)C(F)(F)F)C)C=1C=NC=2C(N1)=NN(C2)C[C@@H]2CC(N(C2)C)=O |o1:22| (R or S)-4-((6-(2-hydroxy-6-methyl-4-(trifluoromethyl)phenyl)-2H-pyrazolo[3,4-b]pyrazin-2-yl)methyl)-1-methylpyrrolidin-2-one